2-(2,2-dimethoxyethoxy)ethanol COC(COCCO)OC